4,4'-bis(2,3-epoxypropoxy)biphenyl C(C1CO1)OC1=CC=C(C=C1)C1=CC=C(C=C1)OCC1CO1